[N+](=O)([O-])C=1NC=CN1 2-NITRO-1H-IMIDAZOLE